tert-butyl ((1R,4s)-4-(1-((S)-2,6-dioxopiperidin-3-yl)-4,6-difluoroindolin-5-yl)cyclohexyl)(methyl)carbamate O=C1NC(CC[C@@H]1N1CCC2=C(C(=C(C=C12)F)C1CCC(CC1)N(C(OC(C)(C)C)=O)C)F)=O